NC1=C(C=C(C=C1)C(=O)N[C@H](C(=O)N1[C@@H](CCC1)C(=O)NC(CC(=O)O)C=O)C(C)(C)C)Cl 3-({1-[(S)-1-((S)-2-{[1-(4-amino-3-chlorophenyl)-methanoyl]-amino}-3,3-dimethyl-butanoyl)-pyrrolidin-2-yl]-methanoyl}-amino)-4-oxo-butyric acid